COCCOC1=CC=C(C=C1)C1=NNC2=NC=C(C=C21)C=2C=CC1=C(CCC(CC1)(N1[C@@H](CCC1)C)C)C2 3-(4-(2-Methoxyethoxy)phenyl)-5-(7-methyl-7-((R)-2-methylpyrrolidin-1-yl)-6,7,8,9-tetrahydro-5H-benzo[7]annulen-2-yl)-1H-pyrazolo[3,4-b]pyridine